7-chloro-1-(4-methoxybenzyl)-1,2,3,4-tetrahydro-1,8-naphthyridine ClC1=CC=C2CCCN(C2=N1)CC1=CC=C(C=C1)OC